CSC1=C(C=CC=C1)NC(CC=C)=O N-(2-(methylthio)phenyl)but-3-enamide